FC1=C(C(=CC=C1)C)N1CCC(CC1)C1=C(C=2C(=NC(=CN2)C)N(C1=O)CC1=NC=CN=C1C)C 7-(1-(2-Fluoro-6-methylphenyl)piperidin-4-yl)-3,8-dimethyl-5-((3-methylpyrazin-2-yl)methyl)pyrido[2,3-b]pyrazin-6(5H)-one